C12(CC3(CC(CC(C1)C3)C2)C(=O)OCCC)C(=O)OCCC dipropyl 1,3-adamantanedicarboxylate